N-methyl-2,2'-iminodiethanol CN(CCO)CCO